2-chloro-8-[(1R)-1-methoxyethyl]imidazo[1,2-b]pyridazin ClC=1N=C2N(N=CC=C2[C@@H](C)OC)C1